BrC1=NC(OC2=C1C=CC=C2)(CCCCC)C 4-bromo-2-methyl-2-pentyl-2H-benzo[e][1,3]oxazine